(R)-6-cyclopropyl-4-((1-(3-(difluoromethyl)-2-fluorophenyl)ethyl)amino)-7-oxo-6,7-dihydropyrido[3,4-d]pyridazine-1-carboxylic acid methyl ester COC(=O)C=1C=2C(C(=NN1)N[C@H](C)C1=C(C(=CC=C1)C(F)F)F)=CN(C(C2)=O)C2CC2